(3R)-3-amino-4-(2,4,5-trifluorophenyl)butanoic acid methyl ester (R)-(-)-mandelate C([C@H](O)C1=CC=CC=C1)(=O)O.COC(C[C@@H](CC1=C(C=C(C(=C1)F)F)F)N)=O